(2R,3R,4R,5S)-2-(fluoromethyl)-1-(2-fluorophenylethyl)piperidine-3,4,5-triol FC[C@@H]1N(C[C@@H]([C@H]([C@@H]1O)O)O)CCC1=C(C=CC=C1)F